3-(4-(4-(isopropylamino)-6-(1H-pyrazol-4-yl)quinolin-3-yl)-1H-1,2,3-triazol-1-yl)-1-methylpyrrolidin-2-one C(C)(C)NC1=C(C=NC2=CC=C(C=C12)C=1C=NNC1)C=1N=NN(C1)C1C(N(CC1)C)=O